C1(C(C2=C(C(=C(C=3C(=CC=C1C23)[2H])[2H])[2H])[2H])([2H])[2H])([2H])[2H] acenaphthene-d8